C1(CC1)C=1C2=C(N=C(N1)N1CC(C1)[C@@H]1CN(CCC1)C1COC1)N(N=N2)[C@H](C)C2=C(C=C(C=C2)Cl)Cl 7-cyclopropyl-3-((R)-1-(2,4-dichlorophenyl)ethyl)-5-(3-((R)-1-(oxetane-3-yl)piperidin-3-yl)azetidine-1-yl)-3H-[1,2,3]triazolo[4,5-d]pyrimidine